7-(2-amino-6-fluoro-5-(4-(4-isopropylpiperazin-1-yl)phenyl)pyridin-3-yl)-2-chloroquinazolin-4(3H)-one NC1=NC(=C(C=C1C1=CC=C2C(NC(=NC2=C1)Cl)=O)C1=CC=C(C=C1)N1CCN(CC1)C(C)C)F